5-{2-[2-(4-methoxy-2-methylbenzenesulfonamido)phenyl]-ethynyl}pyridine-2-carboxylic acid COC1=CC(=C(C=C1)S(=O)(=O)NC1=C(C=CC=C1)C#CC=1C=CC(=NC1)C(=O)O)C